2,4,6-triisopropylbenzene calcium [Ca].C(C)(C)C1=CC(=CC(=C1)C(C)C)C(C)C